OC=1C=C(C(=O)OC)C=C(C1)B1OC(C(O1)(C)C)(C)C methyl 3-hydroxy-5-(4,4,5,5-tetramethyl-1,3,2-dioxaborolan-2-yl)benzoate